(trans)-2-[[2-[4-bromo-3-chloro-5-(hydroxymethyl)anilino]-5-(trifluoromethyl)pyrimidin-4-yl]amino]cyclohexanecarbonitrile BrC1=C(C=C(NC2=NC=C(C(=N2)N[C@H]2[C@@H](CCCC2)C#N)C(F)(F)F)C=C1CO)Cl